1,3-Difluoropropan-2-yl (S)-4-methyl-2-(3-((7-(5-methyl-1,2,4-oxadiazol-3-yl)isoquinolin-1-yl)amino)-6-(methylamino)hexanamido)thiazole-5-carboxylate CC=1N=C(SC1C(=O)OC(CF)CF)NC(C[C@H](CCCNC)NC1=NC=CC2=CC=C(C=C12)C1=NOC(=N1)C)=O